C1(=CC=CC=C1)S(=O)(=O)N1CCCC1 N-(phenylsulfonyl)pyrrolidine